C1(CC1)[C@@H]1N(C2=CC=C(C=C2[C@@H]([C@H]1C)NC1=NC=C(N=C1)C)C=1C=NN(C1)CCOC)C(C)=O ((2S,3R,4R)-2-cyclopropyl-6-(1-(2-methoxyethyl)-1H-pyrazol-4-yl)-3-methyl-4-((5-methylpyrazin-2-yl)amino)-3,4-dihydroquinolin-1(2H)-yl)ethanone